N1C=NC(=C1)CCNC(\C=C\C=1OC=CC1)=O (E)-N-(2-(1H-imidazol-4-yl)ethyl)-3-(furan-2-yl)acrylamide